5-(1-ethylcyclohexyloxycarboxyl)-bicyclo[2.2.1]hept-2-ene C(C)C1(CCCCC1)OOC(=O)C1C2C=CC(C1)C2